CN1C2CN(C(C1)C2)C(=O)OC2=CC=C1C(=CC=NC1=C2)NC2=C(N=NC(=C2)C2=C(C=CC(=C2)Cl)F)C 4-{[6-(5-chloro-2-fluorophenyl)-3-methylpyridazin-4-yl]-amino}quinolin-7-yl 5-methyl-2,5-diazabicyclo[2.2.1]heptane-2-carboxylate